Cl.C(=O)(O)C(=O)NC1=C(C2=C(CNCC2)S1)C(=O)O 2-[(carboxycarbonyl)amino]-4,5,6,7-tetrahydrothieno[2,3-c]pyridine-3-carboxylic acid hydrochloride